bis(3,5-dicyanophenyl)thiourea C(#N)C=1C=C(C=C(C1)C#N)NC(NC1=CC(=CC(=C1)C#N)C#N)=S